N1=CN=C2NC=NC2=C1C=1C(=NC=CC1)NC=1C=CC(=C(C1)NC(C1=CC(=CC(=C1)C(F)(F)F)Br)=O)F N-(5-(3-(9H-purin-6-yl)pyridin-2-ylamino)-2-fluorophenyl)-3-bromo-5-(trifluoromethyl)benzamid